FC=1C=C(C=NC1)CN1N=C(C=CC1=O)C=1C=NC(=NC1)N1[C@H](CCC1)C(F)(F)F (R)-2-((5-fluoropyridin-3-yl)methyl)-6-(2-(2-(trifluoromethyl)pyrrolidin-1-yl)pyrimidin-5-yl)pyridazin-3(2H)-one